C(C)(C)(C)C1=CC=C(C=C1)C(C)=O p-tertiary butylacetophenone